2-(3-benzyl-6,8-dihydro-5H-imidazo[1,2-a]pyrazin-7-yl)-N-(2-sulfamoyl-4-pyridinyl)-5-(trifluoromethyl)pyridine-3-carboxamide C(C1=CC=CC=C1)C1=CN=C2N1CCN(C2)C2=NC=C(C=C2C(=O)NC2=CC(=NC=C2)S(N)(=O)=O)C(F)(F)F